5-[6-(fluoromethoxy)-1,2,3,4-tetrahydroisoquinoline-2-carbonyl]-6-methyl-N-(1-methylcyclopropyl)furo[2,3-d]pyrimidin-4-amine FCOC=1C=C2CCN(CC2=CC1)C(=O)C1=C(OC=2N=CN=C(C21)NC2(CC2)C)C